N=1C=NN2C=NC(=CC21)OC2=C(C=C(C=C2)NC2=NC=NC1=CC=C(C(=C21)O[C@H]2C(CN(CC2)C(C)C)(F)F)OC)C (R)-N-(4-([1,2,4]triazolo[1,5-c]pyrimidin-7-yloxy)-3-methylphenyl)-5-((3,3-difluoro-1-isopropylpiperidin-4-yl)oxy)-6-methoxyquinazolin-4-amine